COC(C(OC)(C1=CC=CC=C1)C1=CC=CC=C1)=O Diphenyl-methoxyacetic acid methyl ester